3-hexenoyl formate C(=O)OC(CC=CCC)=O